NC1=C(C=C(C(=C1)C)N)C 2,5-diamino-1,4-xylene